BrCC#CCC 1-bromopent-2-yne